ethyl 8-cyano-6-(3-methoxy-2,6-dimethylphenyl)-4-methylpyrrolo[1,2-a]pyrimidine-7-carboxylate C(#N)C=1C(=C(N2C1N=CC=C2C)C2=C(C(=CC=C2C)OC)C)C(=O)OCC